ClC1=C(OC=2N=CC(=NC2)C2CN(C2)C(=O)N2C[C@@H](CC2)N2N=NN=C2)C=CC(=C1)Cl [3-[5-(2,4-Dichlorophenoxy)pyrazin-2-yl]azetidin-1-yl]-[(3R)-3-(tetrazol-1-yl)pyrrolidin-1-yl]methanone